FC1=C(C=C(C=C1)[N+](=O)[O-])C=1C=NN(C1)C 4-(2-fluoro-5-nitro-phenyl)-1-methyl-pyrazole